3-[[4-[(2R)-2-[(6-Cyclopropylfuro[2,3-b]pyrazin-2-yl)methylamino]-3-phenyl-propoxy]-6-(2,6-dimethylphenyl)pyrimidin-2-yl]sulfamoyl]benzoic acid C1(CC1)C1=CC=2C(=NC=C(N2)CN[C@@H](COC2=NC(=NC(=C2)C2=C(C=CC=C2C)C)NS(=O)(=O)C=2C=C(C(=O)O)C=CC2)CC2=CC=CC=C2)O1